C(C1=CC=CC=C1)OCC1=NN(C(N1CC)=O)C1=NC=2C(=CN(C(C2C=C1F)=O)C1=C(C=CC=C1)C(F)F)C(C)C (3-((benzyloxy)methyl)-4-ethyl-5-oxo-4,5-dihydro-1H-1,2,4-triazol-1-yl)-6-(2-(difluoromethyl)phenyl)-3-fluoro-8-isopropyl-1,6-naphthyridin-5(6H)-one